C(C)(C)(C)OC(=O)N1[C@H](CN(C[C@H]1C)[C@H](C(=O)OC)C)C (2S,6R)-4-((S)-1-methoxy-1-oxopropan-2-yl)-2,6-dimethylpiperazine-1-carboxylic acid tert-butyl ester